The molecule is a 2beta-hydroxy steroid, a 3beta-hydroxy steroid, a 14alpha-hydroxy steroid, a 20-hydroxy steroid, a 22-hydroxy steroid, a 6-oxo steroid and a phytoecdysteroid. CC(C)CC[C@H]([C@@](C)([C@H]1CC[C@@]2([C@@]1(CC[C@H]3C2=CC(=O)[C@H]4[C@@]3(C[C@@H]([C@@H](C4)O)O)C)C)O)O)O